FC(C(=O)O)(F)F.C1(CC1)NC1=CC(=NC=2N1N=CC2C#N)NC2=CC(=C(C=C2)C2CNCCC2)CS(=O)C (±)-7-(cyclopropylamino)-5-(3-(methylsulfinylmethyl)-4-(piperidin-3-yl)phenylamino)pyrazolo[1,5-a]pyrimidine-3-carbonitrile monotrifluoroacetic acid salt